2,5-di-tert-butyl-4-ethylphenol C(C)(C)(C)C1=C(C=C(C(=C1)CC)C(C)(C)C)O